CC1COC=2C3=C(C(OB3O1)CNC(OC(C)(C)C)=O)C=CC2 tert-butyl ((8-methyl-7,8-dihydro-2H-1,6,9-trioxa-9a-borabenzo[cd]azulen-2-yl)methyl)carbamate